OC1=CC=C(C(=O)OC(C=C)(CCC=C(C)C)C)C=C1 3,7-dimethylocta-1,6-dien-3-yl 4-hydroxybenzoate